COC1=CC(=C2C(=C1)OC(=C(C2=O)OC)C3=CC(=C(C=C3)[O-])O)O The molecule is a flavonoid oxoanion obtained by deprotonation of the 5-hydroxy group of 3',4',5-trihydroxy-3,7-dimethoxyflavone. It is the major microspecies at pH 7.3 (according to Marvin v 6.2.0.). It is a conjugate base of a 3',4',5-trihydroxy-3,7-dimethoxyflavone.